3-bromo-2-(2,6-dimethylpyridin-4-yl)-1,5,7,8-tetrahydro-6H-pyrrolo[3,2-b][1,7]naphthyridine-6-carboxylate BrC1=C(NC=2C1=NC=1CN(CCC1C2)C(=O)[O-])C2=CC(=NC(=C2)C)C